7-[7-(3-fluoro-phenyl)-5-(4-cyano-phenyl)-7H-pyrrolo[2,3-d]Pyrimidine-4-oxy]-4-methylcoumarin FC=1C=C(C=CC1)N1C=C(C2=C1N=CN=C2OC2=CC=C1C(=CC(OC1=C2)=O)C)C2=CC=C(C=C2)C#N